(4-(5-(((1S,3S)-3-(1H-tetrazol-5-yl)cyclohexyl)oxy)-6-methylpyridin-2-yl)-1-methyl-1H-1,2,3-triazol-5-yl)methyl (cyclobutylmethyl)(methyl)carbamate C1(CCC1)CN(C(OCC1=C(N=NN1C)C1=NC(=C(C=C1)O[C@@H]1C[C@H](CCC1)C1=NN=NN1)C)=O)C